C(=O)O.CC1(OC2=C(CN(C1)C1CCC3=CC=C(C=C13)C(CC(=O)O)C1=CC3=C(C=N1)N(N=N3)C)C=CC=N2)C 3-(3-(2,2-dimethyl-2,3-dihydropyrido[3,2-f][1,4]oxazepin-4(5H)-yl)-2,3-dihydro-1H-inden-5-yl)-3-(3-methyl-3H-[1,2,3]triazolo[4,5-c]pyridin-6-yl)propanoic acid, formic acid salt